COCCCCCCCCCCCC 1-methoxydodecane